BrC=1C=NC=C(C1C#CC=1C=NC=CC1)OCOC 3-bromo-5-(methoxymethoxy)-4-(pyridin-3-ylethynyl)pyridine